ClC1=CC=C(COC2=NN=C(S2)NC(C2=C(N=CC=C2)N2C[C@]3(N(CC2)C(CC3)=O)[2H])=O)C=C1 (S)-N-(5-((4-chlorobenzyl)oxy)-1,3,4-thiadiazol-2-yl)-2-(6-oxohexahydropyrrolo[1,2-a]pyrazin-2(1H)-yl-8a-d)nicotinamide